CS(=O)(=O)O[C@@H]1C[C@H](N(C1)C(=O)OC(C)(C)C)C(=O)OC 1-(tert-butyl) 2-methyl (2S,4R)-4-((methylsulfonyl) oxy)pyrrolidine-1,2-dicarboxylate